N-[(2-amino-3-fluoroquinolin-7-yl)methyl]-N-(2-methanesulfonylpyridin-3-yl)-2-(morpholin-4-yl)-1,3-thiazole-5-carboxamide NC1=NC2=CC(=CC=C2C=C1F)CN(C(=O)C1=CN=C(S1)N1CCOCC1)C=1C(=NC=CC1)S(=O)(=O)C